methyl-dimethoxy(N-phenyl-N',N'-dimethylureido)silane C[Si](N(C(=O)N(C)C)C1=CC=CC=C1)(OC)OC